5-(5-(2-(4-aminobutoxy)phenyl)isoxazol-3-ylamino)pyrazine-2-carbonitrile NCCCCOC1=C(C=CC=C1)C1=CC(=NO1)NC=1N=CC(=NC1)C#N